COC1=C2CCC(CC2=CC=C1)N 5-methoxy-1,2,3,4-tetrahydronaphthalen-2-amine